[(2S,5S)-2-(3-Fluorophenyl)-5-methyl-1-piperidyl]-N-(5-methyl-3-pyridyl)-2-oxo-acetamide FC=1C=C(C=CC1)[C@H]1N(C[C@H](CC1)C)C(C(=O)NC=1C=NC=C(C1)C)=O